Tert-butyl {(1R,4S)-4-[(2-nitrobenzene-1-sulfonyl)amino]cyclopent-2-en-1-yl}carbamate [N+](=O)([O-])C1=C(C=CC=C1)S(=O)(=O)N[C@@H]1C=C[C@@H](C1)NC(OC(C)(C)C)=O